(Z)-1-(3-(5-(dimethylamino)-2-isopropylphenyl)-4-oxothiazolidin-2-ylidene)-3-(2-hydroxy-4-(1-(4-(trifluoromethoxy)phenyl)-1H-1,2,4-triazol-3-yl)phenyl)urea CN(C=1C=CC(=C(C1)N1/C(/SCC1=O)=N/C(=O)NC1=C(C=C(C=C1)C1=NN(C=N1)C1=CC=C(C=C1)OC(F)(F)F)O)C(C)C)C